3-(2,2-diphenyl-ethyl)-5-fluoropyridine C1(=CC=CC=C1)C(CC=1C=NC=C(C1)F)C1=CC=CC=C1